2-amino-N-(2-cyclobutylethyl)-3-methyl-N-((5-(trifluoromethyl)pyridin-2-yl)methyl)quinoline-6-carboxamide NC1=NC2=CC=C(C=C2C=C1C)C(=O)N(CC1=NC=C(C=C1)C(F)(F)F)CCC1CCC1